CC=1C=CN2C(=C(C=C2C1)C1=CC=CC=C1)N1C2=CC=CC=C2SC=2C=CC=CC12 10-(7-methyl-2-phenylindolizin-3-yl)-10H-phenothiazine